C(#C)C1=C2C(=CC(=CC2=CC=C1F)O)C1=C(C=2N=C(N=C(C2C=N1)N1C[C@H](CCC1)F)OC([2H])([2H])[C@]12CCCN2C[C@@H](C1)F)F 5-ethynyl-6-fluoro-4-{8-fluoro-4-[(3S)-3-fluoropiperidin-1-yl]-2-({[(2R,7aS)-2-fluorotetrahydro-1H-pyrrolizin-7a(5H)-yl](2H2)methyl}oxy)pyrido[4,3-d]pyrimidin-7-yl}naphthalen-2-ol